O\N=C(/C)\C1CCC2C3CCC4=CC(CCC4(C3CCC12C)C)=O 17-[(E)-N-hydroxy-C-methyl-carbonimidoyl]-10,13-dimethyl-1,2,6,7,8,9,11,12,14,15,16,17-dodecahydrocyclopenta[a]phenanthren-3-one